5-di-tert-butoxyphosphoryloxypentanoic acid C(C)(C)(C)OP(=O)(OC(C)(C)C)OCCCCC(=O)O